(R)-5-(1-((6-chloro-2-(methylsulfonyl)pyridin-3-yl)amino)ethyl)-2,7-dimethyl-3-(4-(2,2,2-trifluoroethyl)piperazin-1-yl)isoquinolin-1(2H)-one ClC1=CC=C(C(=N1)S(=O)(=O)C)N[C@H](C)C1=C2C=C(N(C(C2=CC(=C1)C)=O)C)N1CCN(CC1)CC(F)(F)F